(1S,3S)-3-((6-(5-(((cyclobutoxycarbonyl)amino)methyl)-1-methyl-1H-1,2,3-triazol-4-yl)-2-methyl-pyridin-3-yl)oxy)cyclohexane-1-carboxylic acid C1(CCC1)OC(=O)NCC1=C(N=NN1C)C1=CC=C(C(=N1)C)O[C@@H]1C[C@H](CCC1)C(=O)O